BrC=1C=C2C(=CN(C2=CC1)CC)\C=C/1\C(N(C(S1)=O)CC)=O (Z)-5-[(5-bromo-1-ethyl-1H-indol-3-yl)methylene]-3-ethylthiazolidine-2,4-dione